2-methoxy-N-prop-2-ynyl-4-(trifluoromethyl)aniline (5Z,8Z,11Z,14Z,17Z)-(7-(4-(4-(benzo[b]thiophen-4-yl)piperazin-1-yl)butoxy)quinolin-2-yloxy)methyl-henicosa-5,8,11,14,17-pentaenoate S1C2=C(C=C1)C(=CC=C2)N2CCN(CC2)CCCCOC2=CC=C1C=CC(=NC1=C2)OCOC(CCC\C=C/C\C=C/C\C=C/C\C=C/C\C=C/CCC)=O.COC2=C(NCC#C)C=CC(=C2)C(F)(F)F